COC(=O)C(C1=CC=CS1)(C2=CC=CS2)O methyl di(2-thienyl) glycolate